N1-methyl-deoxyguanosine CN1C(C=2N=CN([C@H]3C[C@H](O)[C@@H](CO)O3)C2N=C1N)=O